4,4-dimethylpentan-2-amine CC(CC(C)N)(C)C